CNC(=O)C1(CNCCC1)NC(OC(C)(C)C)=O tert-butyl (3-(methylcarbamoyl)piperidin-3-yl)carbamate